CN(C=C(C(=O)OCC)C(C1=C(C=CC=C1)F)=O)C ethyl 3-(dimethylamino)-2-(2-fluorobenzoyl)acrylate